OC=1C=C([C@H](CNC)O)C=CC1 (R)-3-Hydroxy-α-(methylaminomethyl)benzyl alcohol